[Si](C)(C)(C(C)(C)C)OCCOC1=C(C(=CC(=C1)F)F)C=1C2=C(C(=NC1C1=NN3CCN(CCC3=C1)C(=O)OC(C)(C)C)O)C=CS2 tert-butyl 2-[7-[2-[2-[tert-butyl(dimethyl)silyl]oxyethoxy]-4,6-difluoro-phenyl]-4-hydroxy-thieno[3,2-c]pyridin-6-yl]-4,5,7,8-tetrahydropyrazolo[1,5-d][1,4]diazepine-6-carboxylate